(2S)-2-(4-chlorophenoxy)-N-[(1,2-oxazol-3-yl)methoxy]propanamide ClC1=CC=C(O[C@H](C(=O)NOCC2=NOC=C2)C)C=C1